1-[(3S)-3-[4-[3-chloro-4-(cyclopropylmethoxy)-2-fluoro-anilino]-7-fluoro-pyrido[3,2-d]pyrimidin-6-yl]oxypyrrolidin-1-yl]prop-2-en-1-one ClC=1C(=C(NC=2C3=C(N=CN2)C=C(C(=N3)O[C@@H]3CN(CC3)C(C=C)=O)F)C=CC1OCC1CC1)F